COC=1C=CC=2C3=C(C=NC2N1)N=CN3CC3=CC(=C(C=C3)S(=O)(=O)N)C(F)(F)F 4-((7-methoxy-1H-imidazo[4,5-c][1,8]naphthyridin-1-yl)methyl)-2-(trifluoromethyl)benzenesulfonamide